C(C)(C)N1CCN(CC1)C1=CC=C(C=C1)NC(=O)C=1C(NC=CC1NC1=C(C2=C(OC(CN2)(C)C)N=C1)C)=O N-(4-(4-isopropylpiperazin-1-yl)phenyl)-2-oxo-4-((3,3,8-trimethyl-2,3-dihydro-1H-pyrido[2,3-b][1,4]oxazin-7-yl)amino)-1,2-dihydropyridine-3-carboxamide